lutetium oleic acid C(CCCCCCC\C=C/CCCCCCCC)(=O)O.[Lu]